2-amino-1-naphthalenesulfonate sodium salt [Na+].NC1=C(C2=CC=CC=C2C=C1)S(=O)(=O)[O-]